1-(9H-fluoren-2-yl)-3-octyl-2H-imidazol-3-ium iodide [I-].C1=C(C=CC=2C3=CC=CC=C3CC12)N1C[NH+](C=C1)CCCCCCCC